N1=CN(C2=NC=CC=C21)CC2=CC1=C(OC(CO1)C=1N=C(SC1)C1CC1)C(=C2)OC 4-(6-((3H-imidazo[4,5-b]pyridin-3-yl)methyl)-8-methoxy-2,3-dihydrobenzo[b][1,4]dioxin-2-yl)-2-cyclopropylthiazole